Methyl 4-[1-[[4-[2-(3-fluorophenoxy)ethylamino]tetrahydropyran-4-carbonyl]amino]cyclopropyl]benzoate FC=1C=C(OCCNC2(CCOCC2)C(=O)NC2(CC2)C2=CC=C(C(=O)OC)C=C2)C=CC1